O[C@@H]1C[C@H](N(C1)C([C@H](C(C)(C)C)NC(OC1=CC=CC=C1)=O)=O)C(NCC1=CC=C(C=C1)C1=C(N=CS1)C)=O phenyl ((S)-1-((2S,4R)-4-hydroxy-2-((4-(4-methylthiazol-5-yl)benzyl) carbamoyl)pyrrolidin-1-yl)-3,3-dimethyl-1-oxobutan-2-yl)carbamate